5-(1,4-dioxaspiro[4.5]dec-8-yl)thiazole (3aR,6S,7aS)-3a,4,5,6,7,7a-hexahydro-1H-4,7-methanoinden-6-yl-propionate C1C=C[C@H]2C3C[C@@H](C([C@@H]12)C3)OC(CC)=O.O3CCOC31CCC(CC1)C1=CN=CS1